benzyl alcohol sodium salt [Na].C(C1=CC=CC=C1)O